N-(2,4-di-tert-butyl-5-hydroxyphenyl)-1,4-dihydro-4-oxo-3-quinolinecarboxamide C(C)(C)(C)C1=C(C=C(C(=C1)C(C)(C)C)O)NC(=O)C1=CNC2=CC=CC=C2C1=O